rubidium iodide rubidium [Rb+].[I-].[Rb+].[I-]